p-menthane-1,2-diol C1(C(CC(CC1)C(C)C)O)(C)O